1-[(cis)-3-hydroxy-3-methylcyclobutyl]-7-(trifluoromethyl)-1H-1,3-benzimidazol OC1(CC(C1)N1C=NC2=C1C(=CC=C2)C(F)(F)F)C